tert-butyl (±)-rel-(3S,4R)-4-hydroxy-3-(4-(methoxycarbonyl)phenyl)piperidine-1-carboxylate O[C@H]1[C@H](CN(CC1)C(=O)OC(C)(C)C)C1=CC=C(C=C1)C(=O)OC |r|